3-(5-((4-(2-methylpyridin-4-yl)piperazin-1-yl)methyl)-1-oxoisoindolin-2-yl)piperidine-2,6-dione CC1=NC=CC(=C1)N1CCN(CC1)CC=1C=C2CN(C(C2=CC1)=O)C1C(NC(CC1)=O)=O